CN1N=CC(=C1)C=1N=C(C=2N(C1)N=CC2)O[C@@H]2CN(CCOC2)C(C=C)=O 1-[(6R)-6-[6-(1-methylpyrazol-4-yl)pyrazolo[1,5-a]pyrazine-4-yl]oxy-1,4-oxazepan-4-yl]prop-2-en-1-one